methyl 4-fluoro-3-[3-(5-formyl-3-methyl-1H-pyrazol-4-yl)propoxy]benzoate FC1=C(C=C(C(=O)OC)C=C1)OCCCC=1C(=NNC1C=O)C